2-[1-[2-(difluoromethyl)-4-[(2,6-dioxo-3-piperidinyl)amino]phenyl]-4-hydroxy-4-piperidinyl]acetic acid hydrochloride Cl.FC(C1=C(C=CC(=C1)NC1C(NC(CC1)=O)=O)N1CCC(CC1)(O)CC(=O)O)F